(±)-7-(Cyclopropylamino)-5-((3-((methylsulfinyl)methyl)-4-(pyrrolidin-1-yl)phenyl)amino)pyrazolo[1,5-a]pyrimidin-3-carbonitril C1(CC1)NC1=CC(=NC=2N1N=CC2C#N)NC2=CC(=C(C=C2)N2CCCC2)C[S@](=O)C |r|